benzyl 3-cyclopropanecarbonylpyrrolidine-1-carboxylate C1(CC1)C(=O)C1CN(CC1)C(=O)OCC1=CC=CC=C1